N1=CN=C2NC=NC2=C1C=1C(=NC=CC1)NC=1C=C(C=CC1C)NC(=O)C12OCC(C1)(C2)C(F)(F)F N-(3-(3-(9H-purin-6-yl)pyridin-2-ylamino)-4-methylphenyl)-4-(trifluoromethyl)-2-oxabicyclo[2.1.1]hexane-1-carboxamide